tert-butyl (R)-2-((2-((R)-2,6-dioxopiperidin-3-yl)-1,3-dioxoisoindolin-4-yl)oxy)propanoate O=C1NC(CC[C@H]1N1C(C2=CC=CC(=C2C1=O)O[C@@H](C(=O)OC(C)(C)C)C)=O)=O